O[C@H]1COCC[C@@H]1NCC=1N=C2N(C(C1)=O)C=CC=C2 ((((3R,4S)-3-hydroxytetrahydro-2H-pyran-4-yl)amino)methyl)-4H-pyrido[1,2-a]pyrimidin-4-one